C[C@H]1CN(C[C@H](N1)C)C1=NC=CC=N1 2-((3S,5R)-3,5-dimethylpiperazin-1-yl)pyrimidine